COC(=O)C1=C(C=NC2=C1OC(CN2)(C)C)C=2C=NN(C2C)CC21CC3CC(CC(C2)C3)C1 7-(1-(adamantan-1-ylmethyl)-5-methyl-1H-pyrazol-4-yl)-2,2-dimethyl-3,4-dihydro-2H-pyrido[3,2-b][1,4]oxazine-8-carboxylic acid methyl ester